C(CCCCC)C(C(=O)OC(CCCCCCCCC)CCCCCC)(CCCCCCCCCC)CCCCCCCCCC Hexyldecanol (+)-Hexyl-Decyl-Laurate